ethyl 2-(3-chloro-4-(4-hydroxy-3-isopropylbenzyl)-5-(trifluoromethyl)phenoxy)acetate ClC=1C=C(OCC(=O)OCC)C=C(C1CC1=CC(=C(C=C1)O)C(C)C)C(F)(F)F